(S)-3-(5-Bromo-1H-imidazol-1-yl)-N-(4-cyano-3-(trifluoromethyl)phenyl)-2-hydroxy-2-methylpropanamide BrC1=CN=CN1C[C@](C(=O)NC1=CC(=C(C=C1)C#N)C(F)(F)F)(C)O